N[C@@H]1CN(CC1)C=1C=2CCCCC2N=C2C=CC(=CC12)C1=CC(=NC=C1)NC1=CC=C(C=C1)S(=O)(=O)C (S)-4-(9-(3-Aminopyrrolidin-1-yl)-5,6,7,8-tetrahydroacridin-2-yl)-N-(4-(methylsulfonyl)phenyl)pyridin-2-amine